FC(C(C)(O)C)(C1=CC(=CC=C1)[C@@H](C)NC=1C2=C(N=CN1)N=C(C(=C2)N2CCN(CC2)C(C)C)OC)F (R)-1,1-difluoro-1-(3-(1-((6-(4-isopropylpiperazin-1-yl)-7-methoxypyrido[2,3-d]pyrimidin-4-yl)amino)ethyl)phenyl)-2-methylpropan-2-ol